N1=C(N=CC=C1)N1C(=CC=C1)C=O 1-(pyrimidin-2-yl)-1H-pyrrole-2-carbaldehyde